3-((S)-5-chloro-6-fluoro-2,4-diphenyl-2,3-dihydrobenzofuran-2-yl)morpholine ClC=1C(=CC2=C(C[C@](O2)(C2=CC=CC=C2)C2NCCOC2)C1C1=CC=CC=C1)F